Cl.CN[C@H]1CN(CC[C@H]1C)CC1=CC=CC=C1 (3R,4R)-N,4-dimethyl-1-(phenylmethyl)-3-piperidineamine hydrochloride